3-(cyclopropylsulfonyl)-5-(difluoromethoxy)benzoic acid C1(CC1)S(=O)(=O)C=1C=C(C(=O)O)C=C(C1)OC(F)F